(2S)-4-cyclopropyl-4-hydroxy-2-(4-(methoxycarbonyl)phenyl)piperidine-1-carboxylic acid benzyl ester C(C1=CC=CC=C1)OC(=O)N1[C@@H](CC(CC1)(O)C1CC1)C1=CC=C(C=C1)C(=O)OC